(S)-(2-azido-3-(tritylthio)propoxy)(tert-butyl)diphenylsilane N(=[N+]=[N-])[C@@H](CO[Si](C1=CC=CC=C1)(C1=CC=CC=C1)C(C)(C)C)CSC(C1=CC=CC=C1)(C1=CC=CC=C1)C1=CC=CC=C1